NC(CC(=O)OCC)C=1C(=C(C=C(C1F)C)C1=C(C=C(C=C1C)C(F)(F)F)C)F ethyl 3-amino-3-(2,4-difluoro-2',5,6'-trimethyl-4'-(trifluoromethyl)biphenyl-3-yl)propanoate